C(C)(C)N1N=CC(=N1)NCC1=C(N=NN1C)C1=CC=C(C(=N1)C)O[C@@H]1C[C@H](CCC1)C(=O)O (1S,3S)-3-((6-(5-(((2-isopropyl-2H-1,2,3-triazol-4-yl)amino)methyl)-1-methyl-1H-1,2,3-triazol-4-yl)-2-methylpyridin-3-yl)oxy)cyclohexane-1-carboxylic acid